CC1=[C-]CC=C1.CC1=[C-]CC=C1.[Ni+2] BIS(METHYLCYCLOPENTADIENYL)NICKEL